2-ethylamino-1,3-naphthoquinone C(C)NC1C(C2=CC=CC=C2CC1=O)=O